Methyl (S)-2-((2-(2,6-difluoro-4-(2-carbonylpyrrolidin-1-yl)phenyl)-7-methylimidazo[1,2-a]pyridin-3-yl)methyl)morpholine-4-carboxylate FC1=C(C(=CC(=C1)N1C(CCC1)=C=O)F)C=1N=C2N(C=CC(=C2)C)C1C[C@H]1CN(CCO1)C(=O)OC